FC1=C(OC=2N=CC(=NC2)NC([C@H](C)N2CC(N(CC2)C(=O)[C@@H]2CCC=3N(C2)C(=NN3)CO)(C)C)=O)C=CC(=C1)F (2S)-N-[5-(2,4-difluorophenoxy)pyrazin-2-yl]-2-{4-[(6R)-3-(hydroxymethyl)-5H,6H,7H,8H-[1,2,4]triazolo[4,3-a]pyridine-6-carbonyl]-3,3-dimethylpiperazin-1-yl}propanamide